CC1=NOC(=N1)C1=CC=CC=N1 6-(3-methyl-1,2,4-oxadiazol-5-yl)pyridine